3-pyridin-4-yl-L-alaninamide N1=CC=C(C=C1)C[C@H](N)C(=O)N